myristyl-propyl-trimethyl-ammonium bromide [Br-].C(CCCCCCCCCCCCC)C[N+](C)(C)CCC